2,6-dimethoxy-4-[5-(3-methylisoxazol-5-yl)benzimidazol-1-yl]-N-(2,2,2-trifluoroethyl)benzamide COC1=C(C(=O)NCC(F)(F)F)C(=CC(=C1)N1C=NC2=C1C=CC(=C2)C2=CC(=NO2)C)OC